S(O)(O)(=O)=O anti-sulphuric acid